(1aS,5aS)-2-(2,4-Difluoro-phenyl)-1a,2,5,5a-tetrahydro-1H-2,3-diaza-cyclopropa[a]pentalene-4-carboxylic acid (methyl cyclopropanecarboxylate) CC1(CC1)C(=O)O.FC1=C(C=CC(=C1)F)N1N=C(C=2C[C@H]3[C@@H](C12)C3)C(=O)O